N1-((3-((1s,4s)-4-(ethoxymethyl)-4-ethylcyclohexyl)-5,6-dihydro-4H-pyrrolo[1,2-b]pyrazol-2-yl)methyl)-N1,N2-dimethylethane-1,2-diamine C(C)OCC1(CCC(CC1)C1=C2N(N=C1CN(CCNC)C)CCC2)CC